3-[3-methyl-4-[4-(methylamino)-1-piperidyl]-2-oxo-benzimidazol-1-yl]piperidine-2,6-dione TFA salt OC(=O)C(F)(F)F.CN1C(N(C2=C1C(=CC=C2)N2CCC(CC2)NC)C2C(NC(CC2)=O)=O)=O